1,1-dioxo-isothiazol-3-one O=S1(NC(C=C1)=O)=O